C(C1=CC=CC=C1)OC1=CC=CC(=N1)N1C(C2CC2C1)C(=O)OC methyl 3-(6-(benzyloxy)pyridin-2-yl)-3-azabicyclo[3.1.0]hexane-2-carboxylate